cyclopropyl-6-oxo-1,6-dihydropyridin C1(CC1)N1C=CC=CC1=O